Cl.O[C@H](CN1C(C2=CC=C(C=C2C(C1)(C)C)C(=O)N1CC2(C1)CCNCC2)=O)[C@H]2NCC1=CC=CC=C1C2 2-((R)-2-hydroxy-2-((S)-1,2,3,4-tetrahydroisoquinolin-3-yl)ethyl)-4,4-dimethyl-6-(2,7-diazaspiro[3.5]nonane-2-carbonyl)-3,4-dihydroisoquinolin-1(2H)-one hydrochloride